COC1=C(C=C(C(=C1)CCC)OC)OC 1,2,4-trimethoxy-5-propylbenzene